FC(CS(=O)(=O)Cl)(C(F)F)F 2,2,3,3-tetrafluoropropanesulfonyl chloride